tert-butyl 3-((4-((2-((methoxycarbonyl)amino)-1H-benzo[d]imidazol-5-yl)oxy)phenyl)amino)azetidine-1-carboxylate COC(=O)NC1=NC2=C(N1)C=CC(=C2)OC2=CC=C(C=C2)NC2CN(C2)C(=O)OC(C)(C)C